[NH4+].[NH4+].C(C)(=O)[O-].C(C)(=O)O.C(C)(=O)O.C(C)(=O)[O-] tetraacetate diammonium salt